((6S,9S,12S,15R)-1-((S)-1-(L-prolyl)pyrrolidin-2-yl)-12-benzyl-9-(3-guanidinopropyl)-6,17-dimethyl-1,4,7,10,13-pentaoxo-2,5,8,11,14-pentaazaoctadecan-15-yl)boronic acid N1[C@@H](CCC1)C(=O)N1[C@@H](CCC1)C(NCC(N[C@H](C(N[C@H](C(N[C@H](C(N[C@@H](CC(C)C)B(O)O)=O)CC1=CC=CC=C1)=O)CCCNC(=N)N)=O)C)=O)=O